C(C1=CC=CC=C1)OC=1C=C(C=CC1)N1CC2(CN(C2)C(=O)OC(C)(C)C)C1 tert-butyl 6-(3-benzyloxyphenyl)-2,6-diazaspiro[3.3]heptane-2-carboxylate